1-bromo-2-fluoro-4,5-dimethoxy-benzene BrC1=C(C=C(C(=C1)OC)OC)F